BrC1=CC2=C(C(OC(N2C)=O)=O)C=C1 7-bromo-1-methyl-3,1-benzoxazine-2,4-dione